ClC=1C=C(C=CC1OC)CCCC1=CC=C(\C=C/2\C(=C(C3=CC(=CC=C23)F)CC(=O)O)C)C=C1 (Z)-2-(1-(4-(3-(3-Chloro-4-methoxyphenyl)propyl)benzylidene)-5-fluoro-2-methyl-1H-inden-3-yl)acetic acid